C(=O)(OC(C)(C)C)N1CC(N(CC1)C)C(=O)O 4-Boc-1-methylpiperazine-2-carboxylic acid